6-methoxy-2',6'-dimethylbiphenyl-3-carbaldehyde COC1=CC=C(C=C1C1=C(C=CC=C1C)C)C=O